C(C)(C)(C)OC(=O)N1C[C@]2(CCN3N=C(C=C32)C=3C=NC(=C(C3)O[C@@H](C)C3=NC=CC=C3)N)CC1 |&1:9| (rac)-tert-butyl-2'-{6-amino-5-[(1S)-1-(pyridin-2-yl)ethoxy]pyridin-3-yl}-5',6'-dihydrospiro[pyrrolidine-3,4'-pyrrolo[1,2-b]pyrazole]-1-carboxylate